4-bromopyridine-2-carboxamide BrC1=CC(=NC=C1)C(=O)N